5-(2-aminopyridin-4-yl)-N-(5-(4-hydroxypiperidin-1-yl)-2-morpholinothiazolo[4,5-b]pyridin-6-yl)furan-3-carboxamide hydrochloride Cl.NC1=NC=CC(=C1)C1=CC(=CO1)C(=O)NC=1C=C2C(=NC1N1CCC(CC1)O)N=C(S2)N2CCOCC2